BrC=1C(=NC(=CC1N)C=1SC=CN1)C1=NC=NC(=C1)Cl 3-bromo-2-(6-chloropyrimidin-4-yl)-6-(thiazol-2-yl)pyridin-4-amine